2-(1H-tetrazol-5-yl)-2,6-diazaspiro[3.4]octane-8-carboxamide N1N=NN=C1N1CC2(C1)CNCC2C(=O)N